ClC1=NC(=CC2=C(C=CC=C12)Cl)O 1,5-dichloroisoquinolin-3-ol